ClC1=C(C=CC(=C1)F)C1=CC(OC2=CC(=CC=C12)N(CCC(=O)N)C)=O 3-((4-(2-chloro-4-fluorophenyl)-2-oxo-2H-chromen-7-yl)(methyl)amino)propanamide